tert-Butyl 1-(3-chloro-7H-pyrrolo[2,3-c]pyridazin-7-yl)-5-(methoxymethoxy)-3-azabicyclo[3.1.1]heptane-3-carboxylate ClC1=CC2=C(N=N1)N(C=C2)C21CN(CC(C2)(C1)OCOC)C(=O)OC(C)(C)C